N-[2-(6-methyl-3-indolyl)ethyl]-(1R,5S,6r)-3-[(5-isoquinolyl)carbonyl]-3-azabicyclo[3.1.0]hexane-6-carboxamide CC1=CC=C2C(=CNC2=C1)CCNC(=O)C1[C@H]2CN(C[C@@H]12)C(=O)C1=C2C=CN=CC2=CC=C1